8-(4-(4-Hydroxybutoxy)phenyl)-2,2-diphenyl-6H-[1,3]dioxolo-[4,5-h]chromen-6-one OCCCCOC1=CC=C(C=C1)C=1OC=2C3=C(C=CC2C(C1)=O)OC(O3)(C3=CC=CC=C3)C3=CC=CC=C3